BrC=1N=C(N2C1C=NC=C2)C2CC2 bromo-3-cyclopropylimidazo[1,5-a]pyrazine